C1(=CC=C(C=C1)C[C@H](C[C@H](C(=O)OCC)C)NC(CCC(=O)O)=O)C1=CC=CC=C1 4-{[(1S,3R)-1-([1,1'-biphenyl]-4-ylmethyl)-4-ethoxy-3-methyl-4-oxobutyl]amino}-4-oxobutanoic acid